FC(C(C(C(C(C(C(C(C(C(C(C(C(F)(F)F)(F)F)(F)F)(F)F)(F)F)(F)F)(F)F)(F)F)(F)F)(F)F)(F)F)(F)F)(O)F perfluoro-1-tridecanol